1-((1S,2S)-2-(1H-benzo[d]imidazol-2-yl)cyclopropane-1-carboxamido)-N-(4-fluoro-3-(trifluoromethyl)phenyl)cyclopropane-1-carboxamide N1C(=NC2=C1C=CC=C2)[C@@H]2[C@H](C2)C(=O)NC2(CC2)C(=O)NC2=CC(=C(C=C2)F)C(F)(F)F